3-(4-methoxyphenyl)-5-(4-nitrophenyl)-1-((2-(trimethylsilyl)ethoxy)methyl)-1H-pyrazolo[3,4-b]pyridine COC1=CC=C(C=C1)C1=NN(C2=NC=C(C=C21)C2=CC=C(C=C2)[N+](=O)[O-])COCC[Si](C)(C)C